FC1=CC=2C3=C(NC2C=C1)C=NN=C3 8-fluoro-5H-pyridazino[4,5-b]indol